C(C)(C)NC(O[C@H]1C[C@H](CC1)C=1NN=C(C1)NC(CCOC1=C(C(=CC=C1)O)C=O)=O)=O (1R,3S)-3-{5-[3-(2-formyl-3-hydroxyphenoxy)propanamido]-2H-pyrazol-3-yl}cyclopentyl N-isopropylcarbamate